1-(2-(4,4,5,5-tetramethyl-1,3,2-dioxaborolan-2-yl)phenyl)ethan-1-one CC1(OB(OC1(C)C)C1=C(C=CC=C1)C(C)=O)C